NC1=CC=C(N=N1)C1CCN(CC1)C(=O)C1=NC=C(C(=C1)OC)OC1=CC=C(C=C1)F [4-(6-Amino-pyridazin-3-yl)-piperidin-1-yl]-[5-(4-fluoro-phenoxy)4-methoxy-pyridin-2-yl]-methanone